1,3-dimethyl-1,3,8-triazaspiro[4.5]decan-2-one CN1C(N(CC12CCNCC2)C)=O